FC1=CC(=NC(=C1)N1CCN(CC1)S(=O)(=O)C)N1C(C2=C(N=C(N=C2)C=2N=CSC2)CC1)C 4-[6-[4-fluoro-6-(4-methylsulfonylpiperazin-1-yl)-2-pyridyl]-5-methyl-7,8-dihydro-5H-pyrido[4,3-d]pyrimidin-2-yl]thiazole